C1(=CC=C(C=C1)NC1=CC=C(C=C1)C1=CC(=C(C=C1)C1=CC=CC2=CC=CC=C12)C1=CC=CC=C1)C1=CC=CC=C1 biphenyl-4-yl-{1'-(naphthalen-1-yl)-[1,2':4',1'']terphenyl-4''-yl}-amine